IC1=C(C(=C(C(=C1F)F)F)F)F 1-iodo-2,3,4,5,6-pentafluorobenzene